1-(2-(1,1-difluoroethyl)-4-fluorophenyl)ethan-1-ol FC(C)(F)C1=C(C=CC(=C1)F)C(C)O